2-amino-5-(3,5-dimethyl-4-(4-methylpiperazin-1-yl)phenyl)-N-(6-(3-hydroxy-3-methylbut-1-ynyl)pyrimidin-4-yl)nicotinamide NC1=C(C(=O)NC2=NC=NC(=C2)C#CC(C)(C)O)C=C(C=N1)C1=CC(=C(C(=C1)C)N1CCN(CC1)C)C